5-chloro-4-iodo-1-(1-(trifluoromethyl)cyclopropyl)-1H-pyrazole Tert-butyl-nitroso(1-(trifluoromethyl)cyclopropyl)carbamate C(C)(C)(C)OC(N(C1(CC1)C(F)(F)F)N=O)=O.ClC1=C(C=NN1C1(CC1)C(F)(F)F)I